N(=[N+]=[N-])CCCCCCC(C(O)=O)CCC[C@@H]1SC[C@@H]2NC(=O)N[C@H]12 6-azidohexyl-biotin